1,1,1-Trifluoro-4-bromo-2-butene FC(C=CCBr)(F)F